C(C1CO1)N(C1=C(C=CC=C1)O)CC1CO1 N,N-diglycidyl-ortho-aminophenol